BrC=1C=CC=C2C(=C3C(=C4CCC[N+]5=C4C(=C3)CCC5)OC12)C1=C(C=C(C=C1)S(=O)(=O)O)S(=O)(=O)[O-] 2-(13-bromo-1,2,3,5,6,7-hexahydrochromeno[2,3-f]pyrido[3,2,1-ij]quinolin-4-ium-9-yl)-5-sulfobenzenesulfonate